COC(C1=CN=C(C=C1NC1=NC(=NC(=C1)CC)C(C)(F)F)NC(C)=O)=O 6-Acetylamino-4-((2-(1,1-difluoroethyl)-6-ethylpyrimidin-4-yl)amino)nicotinic acid methyl ester